FC(C1=C(C=C2CCCN(C2=C1)C=1C2=CN(C=C2C=C(C1)C1CCC(CC1)SC)C(C)=O)C=1C=NN(C1)C)F 1-(4-(7-(difluoromethyl)-6-(1-Methyl-1H-pyrazol-4-yl)-3,4-dihydroquinolin-1(2H)-yl)-6-(4-(methylthio)cyclohexyl)isoindole-2-yl)ethane-1-one